(1-{[(tert-butyldimethylsilyl)oxy]methyl}cyclopropyl)methanol [Si](C)(C)(C(C)(C)C)OCC1(CC1)CO